C[C@@H]1CN(C[C@@H](O1)C)C(=O)C=1C2=C(N(N1)CC(=O)N1CCN(CC1)C1=CC(=C(C=C1)C)C)CCC2 2-{3-[(2R,6S)-2,6-Dimethylmorpholin-4-carbonyl]-5,6-dihydrocyclopenta[c]pyrazol-1(4H)-yl}-1-[4-(3,4-dimethylphenyl)piperazin-1-yl]ethan-1-on